BrC=1C(=CC2=C(OCO2)C1)[C@@H]1NC2=CC=C(C=C2[C@H]2[C@@H]1C[C@H]1[C@@H]2OC(O1)(C)C)C(C)=O |o1:10,18,19,21,22| rel-1-((6R,6aS,7aS,10aR,10bR)-6-(6-bromobenzo[d][1,3]dioxol-5-yl)-9,9-dimethyl-6,6a,7,7a,10a,10b-hexahydro-5H-[1,3]dioxolo[4',5':3,4]cyclopenta[1,2-c]quinolin-2-yl)ethan-1-one